3,4-diamino-1,5-dihydroxycyclohexane-1-formamide NC1CC(CC(C1N)O)(C(=O)N)O